NC1=NC2=C(C=CC=C2C(=N1)C(=O)NCC1=NC=C(C=C1C)C)OC 2-amino-N-[(3,5-dimethyl-2-pyridyl)methyl]-8-methoxy-quinazoline-4-carboxamide